FC(C=1C(=C(C=CC1)[C@@H](C)NC=1C2=C(N=CN1)N(C(C(=C2)[C@@H]2CN(CCC2)C)=O)C)F)F 4-(((R)-1-(3-(difluoromethyl)-2-fluorophenyl)ethyl)amino)-8-methyl-6-((R)-1-methylpiperidine-3-yl)pyrido[2,3-d]pyrimidin-7(8H)-one